COC=1C=C(C=CC1OC)C=1C(=NN2C1N=C(N=C2NCC=2C=NC(=NC2)C)C)C 8-(3,4-dimethoxyphenyl)-2,7-dimethyl-N-[(2-methylpyrimidin-5-yl)methyl]pyrazolo[1,5-a][1,3,5]triazin-4-amine